(6-hydroxy-2-(4-hydroxyphenyl)benzo[b]thiophen-3-yl)(4-(pentyloxy)phenyl)methanone OC=1C=CC2=C(SC(=C2C(=O)C2=CC=C(C=C2)OCCCCC)C2=CC=C(C=C2)O)C1